2-[(1-methyl-1H-tetrazol-5-yl)sulfanyl]-5-nitro-N-(4-propylphenyl)benzamide CN1N=NN=C1SC1=C(C(=O)NC2=CC=C(C=C2)CCC)C=C(C=C1)[N+](=O)[O-]